ClC1=C(C=C(OCC(=O)N[C@@H]2CC[C@H](CC2)CNC(C2=NC(=CC=C2)C(F)(F)F)=O)C=C1)F trans-N-((4-(2-(4-chloro-3-fluorophenoxy)acetamido)cyclohexyl)methyl)-6-(trifluoromethyl)picolinamide